Cl.COC(=O)C1=CC2=CC=CC=C2C=C1O[C@@H](CN)CC (R)-3-((1-aminobutan-2-yl)oxy)-2-naphthoic acid methyl ester hydrochloride